4-((6-ethylpyridin-3-yl)oxy)-3-methylaniline C(C)C1=CC=C(C=N1)OC1=C(C=C(N)C=C1)C